C(C)(C)(C)OC(=O)N1CCC(CC1)(C#N)C1C(C=NC(=C1)Br)[N+](=O)[O-].CN(C=CC(=O)C1=C(C(=CC=C1)C)O)C 3-dimethylamino-1-(2-hydroxy-3-methylphenyl)prop-2-en-1-one tert-butyl-4-(6-bromo-3-nitro-3,4-dihydro-4-pyridyl)-4-cyano-1-piperidinecarboxylate